CC(C(C(=O)N)N1C(C(CC1)C)=O)C 3-methyl-2-(3-methyl-2-oxopyrrolidin-1-yl)butanamide